(R)-1-(2-chlorophenyl)ethyl (2-(5-amino-6-methylpyridin-2-yl)thiophen-3-yl)carbamate NC=1C=CC(=NC1C)C=1SC=CC1NC(O[C@H](C)C1=C(C=CC=C1)Cl)=O